ethyl 2-((3,5-dichloro-4-(2-fluoro-4-hydroxy-3-isopropylbenzyl)phenyl)amino)-2-oxoacetate ClC=1C=C(C=C(C1CC1=C(C(=C(C=C1)O)C(C)C)F)Cl)NC(C(=O)OCC)=O